hydroxy-4-methoxy-4'-tert-butylbenzophenone OC1=C(C(=O)C2=CC=C(C=C2)C(C)(C)C)C=CC(=C1)OC